4-(2-(3-(aminomethyl)-1-(4-(trifluoromethyl)phenyl)-1,2,3,4-tetrahydroquinolin-5-yl)ethyl)piperazine-2,6-dione NCC1CN(C2=CC=CC(=C2C1)CCN1CC(NC(C1)=O)=O)C1=CC=C(C=C1)C(F)(F)F